BrC1=CC=C(C=C1)C=1N=NC(=C(C1SC)C)C 3-(4-bromophenyl)-5,6-dimethyl-4-(methylthio)pyridazine